F[C@@H]1C[C@H](N(C1)C(CN1N=C(C=C1)C(F)(F)F)=O)C(=O)N[C@@H](C1=CC=CC=C1)C1=NC(=C(C=C1)C(C)C)F (2S,4R)-4-fluoro-N-[(S)-[6-fluoro-5-(propan-2-yl)pyridin-2-yl](phenyl)methyl]-1-{2-[3-(trifluoromethyl)-1H-pyrazol-1-yl]acetyl}pyrrolidine-2-carboxamide